C(C)(C)(C)OC(COCCOCCOC)=O.COC=1C=C(N=NC1OCC1=NC=CC=C1)N(N)C(=O)C1=NOC(=C1)COC N-(5-methoxy-6-(2-pyridinyl-methoxy)pyridazin-3-yl)-5-(methoxymethyl)isoxazole-3-carbohydrazide tert-butyl-2-(2-(2-methoxyethoxy)ethoxy)acetate